FC1=CC=C(C=C1)C1=NC=2C(=NC(=CC2)N2CCNCC2)N1C1=CC(=NC=C1)C 1-[2-(4-Fluorophenyl)-3-(2-methylpyridin-4-yl)-3H-imidazo[4,5-b]pyridin-5-yl]piperazine